C(C)[Si](OC)(OC)OC ethyltrimethylOxysilane